C(C)(C)(C)OC(C1=CC=C(C=C1)NC([C@@H](CC1=CC=CC=C1)O)=O)=O (R)-4-(2-hydroxy-3-phenylpropionamido)benzoic acid tert-butyl ester